3-(2-Chlorophenyl)-2,3-dibromopropionic acid ethyl ester C(C)OC(C(C(Br)C1=C(C=CC=C1)Cl)Br)=O